N[C@H](C(=O)N[C@@H](CCCCNC(CCCCCCC)=O)C(=O)N[C@@H](CC1=CC=CC=C1)C(=O)N[C@@H](CC1=CC=C(C=C1)O)C(=O)O)CC=1N(CNC1)CCC1CCCCC1 N2-((S)-2-amino-3-(3-(2-cyclohexylethyl)-2,3-dihydro-1H-imidazol-4-yl)propanoyl)-N6-octanoyl-L-lysyl-L-phenylalanyl-L-tyrosine